C1(=CC=CC=C1)CS(=O)(=O)NC1=C(C(=C(C=C1F)OC1=NC=CC=C1C1=NC(=NC=C1)NC1CNCC(C1)OC)F)F 1-phenyl-N-(2,3,6-trifluoro-4-((3-(2-((5-methoxypiperidin-3-yl)amino)pyrimidin-4-yl)pyridin-2-yl)oxy)phenyl)methanesulfonamide